Cl.C(C)OC([C@@H](NC(C1=CC=CC=C1)=O)CCCNC(N)=N)=O benzoyl-l-arginine ethyl ester hydrochloride